(3-(2-(dimethylamino)-2-oxoethyl)-2-methoxyphenyl)(methyl)carbamic acid tert-butyl ester C(C)(C)(C)OC(N(C)C1=C(C(=CC=C1)CC(=O)N(C)C)OC)=O